IC1=C(N(N=C1C)COCC[Si](C)(C)C)CO [4-iodo-5-methyl-2-(2-trimethylsilylethoxymethyl)pyrazol-3-yl]methanol